3,5-bis[(2-fluorophenyl)methylene]-4-piperidone FC1=C(C=CC=C1)C=C1CNCC(C1=O)=CC1=C(C=CC=C1)F